ClC1=NC=C2C=C(C(N(C2=C1)CC)=O)C1=C(C(=CC(=C1Cl)OC)OC)Cl 7-chloro-3-(2,6-dichloro-3,5-dimethoxyphenyl)-1-ethyl-1,6-naphthyridin-2(1H)-one